CN1N=CC=2C=3C(N(C=C(C(NC4=NC5=CC=C6CNCCC6=C5N4C[C@@H](CCCOC12)C)=O)C3)C)=O (11R)-5,11,30-trimethyl-7-oxa-4,5,13,18,24,26,30-heptaazahexacyclo[26.3.1.0^{2,6}.0^{13,25}.0^{14,23}.0^{15,20}]dotriaconta-1(32),2(6),3,14,20,22,24,28-octaene-27,31-dione